C(C)C=1C=NN2C1N=C(N=C2N(CC2=NC1=C(N2COCC[Si](C)(C)C)C=CC=C1)CC1=CC=C(C=C1)OC)N1CCN(CC1)C(=O)OCC1=CC=CC=C1 benzyl 4-(8-ethyl-4-{[(4-methoxyphenyl)methyl][(1-{[2-(trimethylsilyl)ethoxy] methyl}-1H-benzimidazol-2-yl)methyl]amino}pyrazolo[1,5-a][1,3,5]triazin-2-yl)piperazine-1-carboxylate